1-(4-(5-(benzo[d][1,3]dioxol-5-yl)-4,5-dihydro-1H-pyrazole-1-carbonyl)piperidin-1-yl)ethanone O1COC2=C1C=CC(=C2)C2CC=NN2C(=O)C2CCN(CC2)C(C)=O